NC=1C=C(C=CC1)[C@@H](C)NC=1C2=C(N=C(N1)C)C=NC(=C2)N2C[C@@H](CC2)NC(C)=O N-[(3R)-1-(4-{[(1R)-1-(3-aminophenyl)ethyl]amino}-2-methylpyrido[3,4-d]pyrimidin-6-yl)pyrrolidin-3-yl]acetamide